(2E)-pent-2-enoic acid ethyl ester C(C)OC(\C=C\CC)=O